COCCOC1=CC=C(C=N1)C1=NC(=C2C(=N1)N(N=C2)C2=CC=C(C=C2)C)NC(=O)C=2SC(=CC2)[N+](=O)[O-] N-(6-(6-(2-methoxyethoxy)pyridin-3-yl)-1-(p-tolyl)-1H-pyrazolo[3,4-d]pyrimidin-4-yl)-5-nitrothiophene-2-carboxamide